4-(4-(4-(2-(2-Aminopyridin-3-yl)-5-phenyl-3H-imidazo[4,5-b]pyridin-3-yl)benzyl)piperazin-1-yl)-1,3,5-triazine-2-carbonitrile NC1=NC=CC=C1C1=NC=2C(=NC(=CC2)C2=CC=CC=C2)N1C1=CC=C(CN2CCN(CC2)C2=NC(=NC=N2)C#N)C=C1